5-(4-((1-propenoylazetidin-3-yl)ethynyl)phenyl)-7-(1-methyl-1H-pyrazol-4-yl)imidazo[1,2-a]pyridine-3-carbonitrile C(C=C)(=O)N1CC(C1)C#CC1=CC=C(C=C1)C1=CC(=CC=2N1C(=CN2)C#N)C=2C=NN(C2)C